2,2-bis(4-hydroxyethoxyphenyl)Propane OCCOC1=CC=C(C=C1)C(C)(C)C1=CC=C(C=C1)OCCO